2-((4-chloro-3-fluorobenzyl)amino)acetamide ClC1=C(C=C(CNCC(=O)N)C=C1)F